ClC1=CC=C2C(=CNC2=C1)S(=O)(=O)C1=CC(=CC=C1)[N+](=O)[O-] 6-chloro-3-((3-nitrophenyl)sulfonyl)-1H-indole